5-Methyl-8-((3R,4R)-3-methyl-4-(4-(tert-pentyl)phenoxy)piperidin-1-yl)-6-oxo-5,6-dihydro-1,5-naphthyridin-2,7-dicarbonitril CN1C=2C=CC(=NC2C(=C(C1=O)C#N)N1C[C@H]([C@@H](CC1)OC1=CC=C(C=C1)C(C)(C)CC)C)C#N